5-(2-(dimethylamino)pyrimidin-5-yl)valeraldehyde CN(C1=NC=C(C=N1)CCCCC=O)C